COC(=O)C(NC(=O)OCC1=CC=CC=C1)P(=O)(OC)OC (+/-)-benzyloxycarbonyl-α-phosphonoglycine trimethyl ester